C(CCCCCCCC)OC(CC)O nonoxypropanol